2-(3,4-dimethoxyphenyl)-6-(4-((3aR,6aS)-5-isobutylhexahydropyrrolo[3,4-c]pyrrol-2(1H)-yl)phenyl)-1,4-dimethyl-1H-imidazo[4,5-c]pyridine COC=1C=C(C=CC1OC)C=1N(C2=C(C(=NC(=C2)C2=CC=C(C=C2)N2C[C@@H]3CN(C[C@@H]3C2)CC(C)C)C)N1)C